5α-pregnan-20-one CC([C@H]1CC[C@H]2[C@@H]3CC[C@H]4CCCC[C@]4(C)[C@H]3CC[C@]12C)=O